C1(CCCCC1)NC1=NC(=NC=C1C=1C=NN(C1)C)NC1=C(C=CC=C1)C N4-cyclohexyl-5-(1-methyl-1H-pyrazol-4-yl)-N2-(o-tolyl)pyrimidine-2,4-diamine